(R,R/S)-4-(2-hydroxypropan-2-yl)-5-methyl-N'-((3-methyl-1,2,3,5,6,7-hexahydrodicyclopenta[b,e]pyridin-8-yl)carbamoyl)thiazole-2-sulfonimidamide OC(C)(C)C=1N=C(SC1C)[S@@](=O)(N)=NC(NC1=C2C(=NC3=C1CCC3)[C@@H](CC2)C)=O |&1:25|